ClC=1C(=NC(=NC1C)C)O[C@@H](C)C1=CC=C(C(=NO)N)C=C1 4-[(1S)-1-(5-chloro-2,6-dimethyl-pyrimidin-4-yl)oxyethyl]-N'-hydroxy-benzamidine